ClC=1C(=C(C=C(C1)C=1C2=C(N=C(N1)N1[C@H]([C@@H](C1)O)C)C(CC2)(F)F)S(=O)(C)=N)OC (3-chloro-5-(7,7-difluoro-2-((2S,3R)-3-hydroxy-2-methylazetidin-1-yl)-6,7-dihydro-5H-cyclopenta[d]pyrimidin-4-yl)-2-methoxyphenyl)(imino)(methyl)-λ6-sulfanone